C(C)(=O)OC1CCCCCCCCCCCCCC1 2-cyclopentadecyl acetate